C(C)(C)(C)CC(C)(C)OC(=O)N(C(=O)OCCCCSC)C1=C(C=CC(=C1)OC=1C(=C2N=C(C=NC2=CC1)C=1C=NN(C1)CC1CC(C1)(F)F)Br)[N+](=O)[O-] 4-(methylthio)butanol tert-butyl-N-[5-[5-bromo-3-[1-[(3,3-difluorocyclobutyl)methyl]pyrazol-4-yl]quinoxalin-6-yl]oxy-2-nitro-phenyl]-N-tert-butoxycarbonyl-carbamate